dihydro-2H-1,7-naphthyridin N1CCCC2=CC=NC=C12